CN1C2=C(OC[C@@H](C1=O)NC(C1=NC=CC(=C1)OC1=CC=CC=C1)=O)C=CC(=C2)C#CC(C)(N2CCCC2)C (S)-N-(5-methyl-7-(3-methyl-3-(pyrrolidin-1-yl)but-1-yn-1-yl)-4-oxo-2,3,4,5-tetrahydrobenzo[b][1,4]Oxazepin-3-yl)-4-phenoxypicolinamide